C1(CC1)C(=O)NC1=NC=CC(=C1C(=O)NC([2H])([2H])[2H])NC1=CN(C2=C1C(N(C=C2)CC)=O)C (cyclopropanecarbonylamino)-4-[(5-ethyl-1-methyl-4-oxo-pyrrolo[3,2-c]pyridin-3-yl)amino]-N-(methyl-d3)pyridine-3-carboxamide